2-(4-{[(3R)-azepan-3-yl]amino}pyrido[3,4-d]pyridazin-1-yl)-5-(trifluoromethyl)phenol formate C(=O)OC1=C(C=CC(=C1)C(F)(F)F)C1=C2C(=C(N=N1)N[C@H]1CNCCCC1)C=NC=C2